C(N)(=O)C=1C=C(C=CC1)NC(=O)[C@@H]1O[C@@]([C@H]([C@H]1C1=C(C(=C(C=C1)F)F)OC(F)F)C)(C(F)(F)F)C (2R,3S,4S,5S)-N-(3-Carbamoylphenyl)-3-[2-(Difluoromethoxy)-3,4-difluoro-phenyl]-4,5-dimethyl-5-(trifluoromethyl)tetrahydrofuran-2-carboxamid